FC1C(C1)C(=O)NC=1SC2=C(N1)C=CC(=C2)C=2C=NC=CC2C=C 2-fluoro-N-(6-(4-vinylpyridin-3-yl)benzo[d]thiazol-2-yl)cyclopropane-1-carboxamide